CC1(C2C=CC3(C(C=CC(C13)=O)(C)C)C2)C 1,1,5,5-tetramethyl-2H-2,4a-methanonaphthalen-8(5H)-on